CN(CC)[Zr](N(C)CC)(N(C)CC)N(C)CC tetrakis(methylethylamino)zirconium